2-(dimethylamino)ethan CN(CC)C